C(#N)C=1C=NN2C1C(=CC(=C2)OCC(C)(C)O)C=2C=CC(=NC2)N2CCC(CC2)(C)NC(C2=C(C=C(C=C2)F)C)=O N-(1-(5-(3-cyano-6-(2-hydroxy-2-methylpropoxy)pyrazolo[1,5-a]pyridin-4-yl)pyridin-2-yl)-4-methylpiperidin-4-yl)-4-fluoro-2-methylbenzamide